5-(5-(2-Chloro-4-morpholinophenyl)-1H-indazol-1-yl)-2-fluorophenol ClC1=C(C=CC(=C1)N1CCOCC1)C=1C=C2C=NN(C2=CC1)C=1C=CC(=C(C1)O)F